(3R,4R)-1-methanesulfonyl-4-{[7-(2-methylpropyl)-5-(trifluoromethyl)imidazo[4,3-f][1,2,4]triazin-2-yl]amino}piperidin-3-yl acetate C(C)(=O)O[C@@H]1CN(CC[C@H]1NC1=NN2C(C=N1)=C(N=C2CC(C)C)C(F)(F)F)S(=O)(=O)C